ClC=1C=C2C3=C(NC2=C(C1)C1=CC(=CC=C1)N1CCOCC1)C(=NC=C3)C 6-Chloro-1-methyl-8-(3-morpholin-4-yl-phenyl)-9H-pyrido[3,4-b]indole